C(C=C)(=O)NC=1C=C(C=CC1N1C[C@@H](N(CC1)C)C)N(C(C(=O)NCC1CC1)=O)C1CCC(CC1)NC1=NC=C(C=C1)C#N N1-(3-acrylamido-4-((S)-3,4-dimethylpiperazin-1-yl)phenyl)-N1-((1r,4S)-4-((5-cyanopyridin-2-yl)amino)cyclohexyl)-N2-(cyclopropylmethyl)oxalamide